tert-butyl 2-[4,8-difluoro-6-(hydroxymethyl)-3,5,6,7-tetrahydrocyclopenta[f]benzimidazol-2-yl]morpholine-4-carboxylate FC1=C2C(=C(C=3N=C(NC31)C3CN(CCO3)C(=O)OC(C)(C)C)F)CC(C2)CO